N1,N2-bis(4-methyl-2,6-bis((R)-1-(m-tolyl)ethyl)phenyl)ethane-1,2-diimine CC1=CC(=C(C(=C1)[C@H](C)C=1C=C(C=CC1)C)N=CC=NC1=C(C=C(C=C1[C@H](C)C=1C=C(C=CC1)C)C)[C@H](C)C=1C=C(C=CC1)C)[C@H](C)C=1C=C(C=CC1)C